6-(1,3-dioxo-1H-benzo[de]isoquinolin-2(3H)-yl)-N-hydroxyhexanamide O=C1N(C(C2=C3C(C=CC=C13)=CC=C2)=O)CCCCCC(=O)NO